ClC=1C=C(C=CC1OCC1=NC=CN=C1)NC1=NC=NC2=CC=C(C=C12)[C@@H]1CN(CCC1)C(=O)OC(C)(C)C (R)-tert-butyl 3-(4-((3-chloro-4-(pyrazin-2-ylmethoxy)phenyl)amino)quinazolin-6-yl)piperidine-1-carboxylate